C[C@H]1CC[C@@H](NC1)C=1C=CC2=C(N=C(S2)C2CCOCC2)C1 5-((2R,5S)-5-methylpiperidin-2-yl)-2-(tetrahydro-2H-pyran-4-yl)benzo[d]thiazole